ClC=1N=C(C2=CC(=CC=C2C1)C#N)C(=O)N[C@@H]1CC[C@H](CC1)OC 3-chloro-7-cyano-N-[(trans)-4-methoxycyclohexyl]isoquinoline-1-carboxamide